N-(anthracen-9-yl)-N'-[(pyridin-2-yl)methyl]ethanediamide C1=CC=CC2=CC3=CC=CC=C3C(=C12)NC(C(=O)NCC1=NC=CC=C1)=O